(2S,4R)-1-(2-(3-acetyl-5-(2-(pyridin-4-yloxy)pyrimidin-5-yl)-1H-indazol-yl)acetyl)-N-(6-bromopyridin-2-yl)-4-fluoropyrrolidine-2-carboxamide C(C)(=O)C1=NN(C2=CC=C(C=C12)C=1C=NC(=NC1)OC1=CC=NC=C1)CC(=O)N1[C@@H](C[C@H](C1)F)C(=O)NC1=NC(=CC=C1)Br